ClC=1C=C(C=C(C1)Cl)C1(CC(=NO1)C1=CC(=C(C(=O)NC2=NN(C(=N2)C(C)C)CC(F)(F)F)C=C1)C)C(F)(F)F 4-(5-(3,5-dichlorophenyl)-5-(trifluoromethyl)-4,5-dihydroisoxazol-3-yl)-N-(5-isopropyl-1-(2,2,2-trifluoroethyl)-1H-1,2,4-triazol-3-yl)-2-methylbenzamide